O[C@@H]1C[C@H](N(C1)C([C@H](C(C)(C)C)NC(CCCCCCO)=O)=O)C(=O)N[C@@H](C)C1=CC=C(C=C1)C1=C(N=CS1)C (2S,4R)-4-hydroxy-1-((S)-2-(7-hydroxyheptanamido)-3,3-dimethylbutanoyl)-N-((S)-1-(4-(4-methylthiazol-5-yl)phenyl)ethyl)pyrrolidine-2-carboxamide